CC1=C(C(NC(=C1)C)=O)CNC(=O)C=1C(=C(C=C(C1)C=1C=NC(=CC1)C=O)N(C1CCC(CC1)NC(OC(C)(C)C)=O)C)C tert-butyl ((1s,4s)-4-((3-(((4,6-dimethyl-2-oxo-1,2-dihydropyridin-3-yl)methyl)carbamoyl)-5-(6-formylpyridin-3-yl)-2-methylphenyl)-(methyl)amino)cyclohexyl)carbamate